2-((6-((5-Chloro-2-(3-(2-(dimethylamino)ethyl)-4,4-difluoro-5-methylpiperidin-1-yl)pyrimidin-4-yl)amino)-1-methyl-2-oxo-1,2-dihydroquinolin-3-yl)oxy)-N-methylacetamide ClC=1C(=NC(=NC1)N1CC(C(C(C1)C)(F)F)CCN(C)C)NC=1C=C2C=C(C(N(C2=CC1)C)=O)OCC(=O)NC